N-(3-(piperidin-1-ylmethyl)-1,2,4-thiadiazol-5-yl)-4-(3-cyanophenyl)furan-2-carboxamide N1(CCCCC1)CC1=NSC(=N1)NC(=O)C=1OC=C(C1)C1=CC(=CC=C1)C#N